B(O)(O)C1CCCC1 Boronocyclopentane